ClC1=C(C(=O)N(C)C)C=CC(=C1)OCC(CCC1CCN(CC1)C([C@@](C(F)(F)F)(C1=CC=CC=C1)O)=O)F |o1:24| 2-chloro-4-(2-fluoro-4-(1-((R or S)-3,3,3-trifluoro-2-hydroxy-2-phenylpropanoyl)piperidin-4-yl)butoxy)-N,N-dimethylbenzamide